(6-(hydroxymethyl)-5-(tetrahydrofuran-3-yl)pyridin-2-yl)carbamic acid tert-butyl ester C(C)(C)(C)OC(NC1=NC(=C(C=C1)C1COCC1)CO)=O